N5-(4-((tert-butoxycarbonyl)amino)butyl)-L-glutamine C(C)(C)(C)OC(=O)NCCCCNC(CC[C@H](N)C(=O)O)=O